2,4-dioxo-3-[(1R)-4-(trifluoromethyl)-2,3-dihydro-1H-inden-1-yl]-1,2,3,4-tetrahydropyrimidine-5-carboxylic acid O=C1NC=C(C(N1[C@@H]1CCC2=C(C=CC=C12)C(F)(F)F)=O)C(=O)O